D-(-)-valinol CC(C)[C@H](CO)N